CC1=C(C(=O)N[C@H](C)C2=CC(=CC=C2)C=2C=NC=NC2)C=C(C=C1)N1CCN(CC1)C 2-Methyl-5-(4-methylpiperazin-1-yl)-N-[(1R)-1-(3-pyrimidin-5-ylphenyl)ethyl]benzamide